1-[3-(2-Methoxyethoxy)-4-phenoxyphenyl]-3-(4-methylphenyl)-1,3,5-triazinan-2,4,6-trion COCCOC=1C=C(C=CC1OC1=CC=CC=C1)N1C(N(C(NC1=O)=O)C1=CC=C(C=C1)C)=O